2-(3-sec-butyl-5-tert-butyl-2-hydroxyphenyl)-2H-benzotriazole C(C)(CC)C=1C(=C(C=C(C1)C(C)(C)C)N1N=C2C(=N1)C=CC=C2)O